ClC(C(F)(F)OC(C(Cl)Cl)(F)F)Cl 2,2-dichloro-1,1-difluoroethyl ether